5-[2-amino-4-(3-cyanophenyl)thiazol-5-yl]-7-methyl-indazole-1-carboxylic acid tert-butyl ester C(C)(C)(C)OC(=O)N1N=CC2=CC(=CC(=C12)C)C1=C(N=C(S1)N)C1=CC(=CC=C1)C#N